ClC=1C(=C(C=CC1)NC(=O)C1=CC(=CC=2NC(=NC21)COC)NC(=O)C2=C(C=CC=C2)C(F)(F)F)CO N-[3-chloro-2-(hydroxymethyl)phenyl]-2-(methoxymethyl)-6-({[2-(trifluoromethyl)phenyl]carbonyl}amino)-1H-benzimidazole-4-carboxamide